1-(2-(7,8-dimethyl-[1,2,4]triazolo[1,5-a]pyridin-6-yl)-4-fluoro-3-isopropyl-1H-pyrrolo[2,3-c]pyridin-5-yl)-N-isopropylpiperidin-4-amine CC1=C(C=2N(C=C1C1=C(C=3C(=CN=C(C3F)N3CCC(CC3)NC(C)C)N1)C(C)C)N=CN2)C